N-(3-(6-Ethoxypyridin-3-yl)-1-methyl-1H-indol-6-yl)-3-((4-(4-ethylphenyl)pyrimidin-2-yl)amino)-4-methylbenzamide C(C)OC1=CC=C(C=N1)C1=CN(C2=CC(=CC=C12)NC(C1=CC(=C(C=C1)C)NC1=NC=CC(=N1)C1=CC=C(C=C1)CC)=O)C